NC=1C(=CC(=C(C#N)C1)F)C#CC(OCC)OCC 5-amino-4-(3,3-diethoxyprop-1-yn-1-yl)-2-fluorobenzonitrile